(2,3-dihydroxypropyl)(1,3-dihydroxypropyl)amine OC(CNC(CCO)O)CO